octadecane-9,12-dien CCCCCCCCC=CCC=CCCCCC